3-(Hydroxymethyl)cyclobutan-1-ol OCC1CC(C1)O